C1CCCC12CCC(CC2)OC=2C=C1C=CC(=CC1=CC2)CN2CCCCC2 1-((6-(Spiro[4.5]decan-8-yloxy)naphthalen-2-yl)methyl)piperidin